4-(2-chlorophenyl)-6-methyl-1,4-dihydropyrimidine-5-carboxamide ClC1=C(C=CC=C1)C1N=CNC(=C1C(=O)N)C